ClC1=CC=C2C3=C(NC2=C1)C(NCC3)CC(=O)[O-] 7-chloro-2,3,4,9-tetrahydro-1H-pyrido[3,4-b]indoleacetate